S(=O)(=O)(O)C1=C(C(=O)[O-])C=CC(=C1)C(=O)[O-].[Na+].[Na+] Sodium 2-sulfoterephthalate